C(C)C(CC(C(=C=O)C)[Si](C)(C)C)CCCC 2-ethylhexyl-(trimethylsilyl)dimethyl-ketene